N-(2-(4-((1H-imidazol-4-yl)methyl)piperazin-1-yl)-5-(trifluoromethyl)-phenyl)-5-(pyridin-4-yl)furan-2-carboxamide N1C=NC(=C1)CN1CCN(CC1)C1=C(C=C(C=C1)C(F)(F)F)NC(=O)C=1OC(=CC1)C1=CC=NC=C1